The molecule is one of a pair of phellandrene cyclic monoterpene double-bond isomers in which both double bonds are endocyclic (cf. alpha-phellandrene, where one of them is exocyclic). It has a role as a volatile oil component, a plant metabolite and an antimicrobial agent. It is a phellandrene and a cyclohexadiene. CC1=CCC(C=C1)C(C)C